Cl.O1[C@H](CCC2=CC=CC=C12)CNC(C)C1=CC=CC2=CC=CC=C12 N-((R)-chroman-2-ylmethyl)-1-(naphthalen-1-yl)ethanamine hydrochloride